9-amino-1,2,3,4-tetra-hydroacridinium NC=1C2=CC=CC=C2[NH+]=C2CCCCC12